fluoro-N-((5-methyl-1H-pyrazol-3-yl)methyl)-4'-oxo-3',4'-dihydro-1'H-spiro[piperidine-4,2'-quinoline]-1-carboxamide FN1C2(CC(C3=CC=CC=C13)=O)CCN(CC2)C(=O)NCC2=NNC(=C2)C